C1(CC1)C1=NSC(=N1)C1=NN=C2N1CCN([C@@H]2C)C(=O)C2=C(C=CC=C2)F (R)-(3-(3-cyclopropyl-1,2,4-thiadiazol-5-yl)-8-methyl-5,6-dihydro-[1,2,4]triazolo[4,3-a]pyrazin-7(8H)-yl)(2-fluorophenyl)methanone